NC1=CC=C(C=C1)C1=C(C=CC=C1O)NC(CC1=CC=C2C=CNC2=C1)=O N-(4'-amino-6-hydroxy-[1,1'-biphenyl]-2-yl)-2-(1H-indol-6-yl)acetamide